N-butyl-2,2,6,6-tetra-methyl-4-piperidineamine C(CCC)NC1CC(NC(C1)(C)C)(C)C